ClC1=NC(=NC=C1I)SC 4-chloro-5-iodo-2-methylsulfanyl-pyrimidine